N(=NCC1=CC=CC=C1)CC1=CC=CC=C1 Azotoluene